ClC=1C=C(C=CC1Cl)C(F)(F)F 3,4-dichlorotrifluoromethyl-benzene